COC1=C(CO)C(=CC(=C1)C1=C(C=C(C=C1C)C)C)OC 2,6-dimethoxy-4-(2,4,6-trimethylphenyl)benzyl alcohol